1,3-dimethylbutadien CC=CC(=C)C